C(C)(C)(C)OC(=O)N1CCC(CCC1)C=1C=NC(=CC1)NC=1N=CC2=C(N1)N(C(C(=C2C)Br)=O)C2CCCC2 4-[6-(6-Bromo-8-cyclopentyl-5-methyl-7-oxo-7,8-dihydro-pyrido[2,3-d]pyrimidin-2-ylamino)-pyridin-3-yl]-azepane-1-carboxylic acid tert-butyl ester